FC1=C(C(=C(C(=C1C(=O)O)C(=O)O)F)F)C(C(F)(F)F)(C(F)(F)F)C1=C(C(=C(C(=C1F)F)C(=O)O)C(=O)O)F 2,2-bis(2,5,6-trifluoro-3,4-dicarboxyphenyl)hexafluoropropane